tert-butyl (17-(2-((6-(aminomethyl)-1H-indol-1-yl)methyl)-1H-imidazol-1-yl)-13-oxo-3,6,9-trioxa-12-azaheptadecyl)carbamate NCC1=CC=C2C=CN(C2=C1)CC=1N(C=CN1)CCCCC(NCCOCCOCCOCCNC(OC(C)(C)C)=O)=O